BrC1=CC=C2C(N(C(C2=C1)=O)CC(F)(F)F)(C)C 6-bromo-3,3-dimethyl-2-(2,2,2-trifluoroethyl)isoindol-1-one